O[C@@H](CCC)C1=CC(=C(C=N1)C=1C(=NC2=CC(=NC=C2C1)NC(=O)C1CC1)C)C N-(3-(6-((S)-1-hydroxybutyl)-4-methylpyridin-3-yl)-2-methyl-1,6-naphthyridin-7-yl)cyclopropane-1-carboxamide